The molecule is a diazine that is benzene in which the carbon atoms at positions 1 and 4 have been replaced by nitrogen atoms. It has a role as a Daphnia magna metabolite. It is a member of pyrazines and a diazine. C1=CN=CC=N1